CS(=O)(=O)N1CCN(CC1)C=1C=CC(=NC1)N 5-(4-(Methylsulfonyl)piperazin-1-yl)pyridin-2-amine